ClC=1C=CC(=C(C1)C1=CC(=C(N=N1)SCC=1C=C(C(=O)OCC2CCN(CC2)C)C=CC1)NC1=C2C(=NC=C1)NC=C2)F (1-methylpiperidin-4-yl)methyl 3-({[6-(5-chloro-2-fluorophenyl)-4-({1H-pyrrolo[2,3-b]pyridin-4-yl}amino)pyridazin-3-yl]sulfanyl}methyl)benzoate